2-methyl-2-chloropropionic acid CC(C(=O)O)(C)Cl